5-Cyano-3-(4-((2-fluoro-2-methylpropyl)carbamoyl)-3-methoxyphenyl)-4-(2-methyl-4-nitrophenyl)-1H-pyrrole-2-carboxamide C(#N)C1=C(C(=C(N1)C(=O)N)C1=CC(=C(C=C1)C(NCC(C)(C)F)=O)OC)C1=C(C=C(C=C1)[N+](=O)[O-])C